2-fluoro-2,4-hexadienedioic acid FC(C(=O)O)=CC=CC(=O)O